ClC1=CC(=C(C(=O)N2C[C@H](N(CC2)C=2C(=NC(=CC2)C2=C(C=CC=C2)OCC)C(=O)N[C@H]2CNCC2)CC)C=C1)C(F)(F)F 3-[(2R)-4-[4-chloro-2-(trifluoromethyl)benzoyl]-2-ethylpiperazin-1-yl]-6-(2-ethoxyphenyl)-N-[(3R)-pyrrolidin-3-yl]pyridine-2-carboxamide